bis(cyclopentadienyl)bis[2,6-difluoro-3-(N-hexyl-(4-tolylsulfonyl)amino)phenyl]titanium C1(C=CC=C1)[Ti](C1=C(C(=CC=C1F)N(CCCCCC)S(=O)(=O)C1=CC=C(C=C1)C)F)(C1=C(C(=CC=C1F)N(CCCCCC)S(=O)(=O)C1=CC=C(C=C1)C)F)C1C=CC=C1